P1(=O)(OC2=C(C=C(C=C2C(C)(C)C)C(C)(C)C)CC2=C(C(=CC(=C2)C(C)(C)C)C(C)(C)C)O1)[O-] methylenebis[4,6-di(tert-butyl) phenyl] phosphate